N-(3-Chloro-4-fluorophenyl)-2-(5-oxo-1,3a,4,5,6,6a-hexahydropentalen-2-yl)-6,7-dihydro-5H-pyrrolo[1,2-a]imidazole-3-carboxamide ClC=1C=C(C=CC1F)NC(=O)C1=C(N=C2N1CCC2)C=2CC1CC(CC1C2)=O